BrC1C(N(CC1)C1=CC=C2C=CC(=NC2=C1)C(F)(F)F)=O 3-bromo-1-(2-(trifluoromethyl)quinolin-7-yl)pyrrolidin-2-one